(2S,4R)-N-(4-ethynylbenzyl)-4-hydroxypyrrolidine-2-carboxamide C(#C)C1=CC=C(CNC(=O)[C@H]2NC[C@@H](C2)O)C=C1